BrC1=CC=C(C=C1)S(=O)(=O)O para-bromophenylsulfonic acid